propanoic acid formic acid salt C(=O)O.C(CC)(=O)O